O1C2=C(NCC13CC3)N=CC=C2 dihydrospiro[cyclopropane-1,2'-pyrido[3,2-b][1,4]oxazine]